piperazine-1,4-diethanesulfonic acid N1(CCN(CC1)CCS(=O)(=O)O)CCS(=O)(=O)O